CN(C1=CC=C(\C=C\2/CCC=3C=CC(=CC3C2=O)C(=O)O)C=C1)C (E)-7-(4-dimethylaminobenzylidene)-8-oxo-5,6,7,8-tetrahydronaphthalene-2-carboxylic acid